FC1=CC=C(C=C1)C1=NN(C=C1C1=C2N=C(NC2=NC=N1)C1=CC=CC=C1)CC(C)(O)C [3-(4-Fluorophenyl)-4-(8-phenyl-9H-purin-6-yl)-1H-pyrazol-1-yl]-2-methylpropan-2-ol